FC1=C(C(=O)N([C@H]2CNCCC2)C2=NC=CC3=CC=CC(=C23)C)C=CC(=C1)NC=1C(NC=CC1)=O (R)-2-fluoro-N-(8-methylisoquinolin-1-yl)-4-((2-oxo-1,2-dihydropyridin-3-yl)amino)-N-(piperidin-3-yl)benzamide